2-methylpropan-2-yl{[(7R)-5-[5-amino-1-(prop-2-yl)benzo[d][1,2,3]triazol-4-yl]-5-azaspiro[2.4]heptan-7-yl]amino}methanoate CC(C)(C)OC(=O)N[C@H]1CN(CC12CC2)C2=C(C=CC=1N(N=NC12)C(C)C)N